2-(2-chloro-3-nitrophenyl)-1H-imidazole ClC1=C(C=CC=C1[N+](=O)[O-])C=1NC=CN1